2,6-bis(2,4-dicarboxyphenyl)-4-(phenyl)pyridine C(=O)(O)C1=C(C=CC(=C1)C(=O)O)C1=NC(=CC(=C1)C1=CC=CC=C1)C1=C(C=C(C=C1)C(=O)O)C(=O)O